CN1C(C(=CC2=C(C=CC=C12)N1CCN(C2=CC(=CC=C12)C=1C=NN(C1)C)C(=O)NC)C)=O 4-(1,3-Dimethyl-2-oxo-1,2-dihydroquinolin-5-yl)-N-methyl-7-(1-methyl-1H-pyrazol-4-yl)-3,4-dihydroquinoxaline-1(2H)-carboxamide